1-(5-tert-butyl-2H-pyrazol-3-yl)-3-{4-[5-(2-piperidin-1-yl-ethoxy)-benzimidazol-1-yl]-phenyl}-urea C(C)(C)(C)C=1C=C(NN1)NC(=O)NC1=CC=C(C=C1)N1C=NC2=C1C=CC(=C2)OCCN2CCCCC2